methyl 2-[[(1S,2S,3S,5R)-2,6,6-trimethylnorpinan-3-yl]carbamoyl]-1H-pyrrolo[2,3-c]pyridine-5-carboxylate C[C@H]1[C@H]2C([C@@H](C[C@@H]1NC(=O)C1=CC=3C(=CN=C(C3)C(=O)OC)N1)C2)(C)C